trans-1-benzyl-4-methoxypyrrolidine-3-carboxylic acid methyl ester COC(=O)[C@@H]1CN(C[C@H]1OC)CC1=CC=CC=C1